4-(3-(difluoromethyl)-1-methyl-1H-pyrazol-4-yl)-N-(2-(trifluoromethyl)phenyl)thiazole-2-carboxamide FC(C1=NN(C=C1C=1N=C(SC1)C(=O)NC1=C(C=CC=C1)C(F)(F)F)C)F